COC(=O)C1=NC(=CC=C1)N1CCN(CCC1)C1CCN(CC1)CC1=C(C=CC=C1)Cl Methyl-6-(4-{1-[(2-chlorophenyl)methyl]piperidin-4-yl}-1,4-diazepan-1-yl)pyridine-2-carboxylate